Cl.Cl.BrC1=CC=C(C=C1)C=1N=C2N(C=CC=N2)C1CN1C2CNC(C1)CC2 2-(4-bromophenyl)-3-(2,5-diazabicyclo[2.2.2]oct-2-ylmethyl)imidazo[1,2-a]pyrimidine dihydrochloride